C(C1=CC=CC=C1)OC(=O)N1CC(CC1)OC=C 3-(vinyloxy)pyrrolidine-1-carboxylic acid (R)-benzyl ester